stearylethyl-methylamine C(CCCCCCCCCCCCCCCCC)N(C)CC